4-methyl-2-oxo-1,2-dihydropyridine-3-carboxylic acid CC1=C(C(NC=C1)=O)C(=O)O